2-ethoxybenzene-1,4-diylbis{4-[4-(acryloyloxy) butoxy] benzoate} C(C)OC1=C(C=CC(=C1)C1=C(C(=O)[O-])C=CC(=C1)OCCCCOC(C=C)=O)C1=C(C(=O)[O-])C=CC(=C1)OCCCCOC(C=C)=O